C(C)(C)(C)OC(N(CC1=CC=C(C=C1)C1=NC=CC=C1OC)C1=CC(=NC=2N1N=CC2C(C)C)Cl)=O (5-chloro-3-isopropylpyrazolo[1,5-a]pyrimidin-7-yl)(4-(3-methoxypyridin-2-yl)benzyl)carbamic acid tert-butyl ester